FC=1C=C(C=CC1F)C1=C(N=CN1)C=1C=C2C=C(C=NC2=CC1)C=1C=NN(C1)[C@H]1[C@@H](CCCC1)N (1R,2R)-2-[4-[6-[5-(3,4-difluorophenyl)-1H-imidazol-4-yl]-3-quinolyl]pyrazol-1-yl]cyclohexanamine